C[C@H]1[C@@H](CNC1)CO (trans-4-methylpyrrolidin-3-yl)methanol